(5'S)-3-{[4-(1H-imidazol-1-yl)pyridin-2-yl]methoxy}-5'-(pyrazin-2-yl)tetrahydro-3'H-spiro[cyclobutane-1,2'-pyrrolo[2,1-b][1,3]oxazol]-3'-one N1(C=NC=C1)C1=CC(=NC=C1)COC1CC2(C(N3C(O2)CC[C@H]3C3=NC=CN=C3)=O)C1